FC1=CC=C(C=C1)[C@H]1[C@@H](C1)NCC[C@@H](C(=O)N1CCN(CC1)C)NC(=O)C1=CC=C(C=C1)C1=CC=CC=C1 N-((S)-4-((1R,2S)-2-(4-fluorophenyl)cyclopropylamino)-1-(4-methylpiperazin-1-yl)-1-oxobutan-2-yl)biphenyl-4-carboxamide